7-Fluoro-N-((tetrahydrofuran-3-yl)methyl)-9H-pyrido[3,4-b]indole-1-carboxamide FC1=CC=C2C3=C(NC2=C1)C(=NC=C3)C(=O)NCC3COCC3